2-t-butyl-hydroxyanisole C(C)(C)(C)C1=C(C=CC=C1O)OC